Cl.Cl.FC1=C(C=CC(=C1)C1NCC(C1)O)C=1N=C2SC3=C(N2C1)C=CC(=C3)C(=O)NCCCN3CCC(CC3)F (2-fluoro-4-(4-hydroxypyrrolidin-2-yl)phenyl)-N-(3-(4-fluoropiperidin-1-yl)propyl)benzo[d]imidazo[2,1-b]thiazole-7-carboxamide dihydrochloride